ClC=1N=CC2=C(C=CC(=C2C1)I)N1[C@@H]([C@H](C1)NS(=O)(=O)C)C N-((2r,3s)-1-(3-chloro-5-iodoisoquinolin-8-yl)-2-methylazetidin-3-yl)methanesulfonamide